benzene-1,4-dicarboxylic acid-dl-N,N-diallylamide C(C=C)N(C(=O)C1=CC=C(C=C1)C(=O)O)CC=C